N-(1-(2-methoxyethyl)piperidin-4-yl)-5-(1H-pyrrolo[2,3-b]pyridin-3-yl)pyrazolo[1,5-a]pyridine-3-carboxamide COCCN1CCC(CC1)NC(=O)C=1C=NN2C1C=C(C=C2)C2=CNC1=NC=CC=C12